BrC1=CC2=C(N=C(S2)C2=C(SC=3CNCCC32)NC(=O)C3CCC(CC3)N(C(OC(C)(C)C)=O)C(C)(C)C)C=C1 tert-butyl (4-((3-(6-bromobenzo[d]thiazol-2-yl)-4,5,6,7-tetrahydrothieno[2,3-c]pyridin-2-yl)carbamoyl)cyclohexyl)(tert-butyl)carbamate